C=CC(=O)NC1=CC2=C(C=C1)N=CN=C2NC3=CC(=CC=C3)Br The molecule is a member of the class of quinazolines carrying bromoanilino and acrylamido substituents at positions 4 and 6 respectively. It has a role as an epidermal growth factor receptor antagonist. It is a member of quinazolines, a member of acrylamides, a substituted aniline, a member of bromobenzenes and a secondary carboxamide.